1-[4-iodo-6-(trifluoromethyl)-3-pyridyl]-3-[(1S)-1-(2-pyrimidin-2-yl-1,2,4-triazol-3-yl)ethyl]urea IC1=C(C=NC(=C1)C(F)(F)F)NC(=O)N[C@@H](C)C=1N(N=CN1)C1=NC=CC=N1